2-(5-fluoro-2-methoxyphenyl)-quinolin-4(1H)-one FC=1C=CC(=C(C1)C=1NC2=CC=CC=C2C(C1)=O)OC